tert-butyl (1-(4-(aminomethyl)phenyl)ethyl)carbamate NCC1=CC=C(C=C1)C(C)NC(OC(C)(C)C)=O